[OH-].CC1(C(N(C2=CC=CC=C12)CCCCS(=O)(=O)O)=CC=CC=CC1=[N+](C2=CC=CC=C2C1(C)C)CCCCS(=O)(=O)O)C 2-[5-[3,3-Dimethyl-1-(4-sulfobutyl)-1,3-dihydro-indol-2-ylidene]-penta-1,3-dienyl]-3,3-dimethyl-1-(4-sulfobutyl)-3H-indolium hydroxide